ClC1=NN=C(C2=CC=CC=C12)N[C@H](C)C1=NC=CC=C1 (R)-4-chloro-N-(1-(pyridin-2-yl)ethyl)phthalazine-1-amine